(Z)-4-ethoxy-3-fluoro-N'-hydroxybenzoamidine C(C)OC1=C(C=C(/C(=N/O)/N)C=C1)F